2,7-dibromo-9,9-dicetyl-9H-fluorene BrC1=CC=2C(C3=CC(=CC=C3C2C=C1)Br)(CCCCCCCCCCCCCCCC)CCCCCCCCCCCCCCCC